(5Z)-5-(1H-Benzimidazol-5-ylmethylene)-3-methyl-2-(2-pyridylamino)imidazol-4-one N1C=NC2=C1C=CC(=C2)\C=C/2\C(N(C(=N2)NC2=NC=CC=C2)C)=O